C(C1CO1)OCCC[Si](OC)(C)C γ-glycidoxypropyl-dimethylmethoxysilane